ClC=1N=C(N2C1C(=CC(=C2)S(=O)(=O)N(COCC[Si](C)(C)C)C2CC2)N2CCN(CC2)C(C(C)C)=O)C=2SC(=NN2)C(F)(F)F 1-chloro-N-cyclopropyl-8-(4-isobutyrylpiperazin-1-yl)-3-(5-(trifluoromethyl)-1,3,4-thiadiazol-2-yl)-N-(2-(trimethylsilyl)ethoxymethyl)imidazo[1,5-a]pyridin-6-sulfonamide